OCC(CO)OC(CCCCCCCCCCCCCCC)=O 1,3-dihydroxypropane-2-ylhexadecanoate